3-(5-chlorothien-2-yl)-N-(4-(4-methylpiperazin-1-yl)phenyl)-1H-pyrazol-5-amine ClC1=CC=C(S1)C1=NNC(=C1)NC1=CC=C(C=C1)N1CCN(CC1)C